CC1(OC[C@H](N(C1)C1=NC=CC=N1)C(=O)NC1=CC(=C(C=C1)C)C1=NC=CC=N1)C (S)-6,6-dimethyl-N-(4-methyl-3-(pyrimidin-2-yl)phenyl)-4-(pyrimidin-2-yl)morpholine-3-carboxamide